benzyl 4-(((3S)-10-(2,4-difluorophenyl)-7-hydroxy-5-oxo-9-(trifluoromethyl)-3,5-dihydro-2H-[1,4]thiazino[2,3,4-ij]quinazolin-3-yl)methyl)piperazine-1-carboxylate FC1=C(C=CC(=C1)F)C1=C(C=C2C(=NC(N3C2=C1SC[C@@H]3CN3CCN(CC3)C(=O)OCC3=CC=CC=C3)=O)O)C(F)(F)F